BrC=1C(=C(C=CC1)C1=C[C@@H](CC1=O)OC(C)=O)F Acetic acid (R)-3-(3-bromo-2-fluorophenyl)-4-oxocyclopent-2-en-1-yl ester